tert-butyl {[(2S)-4-methyl-2-({[4-(methylsulfanyl)phenyl]carbamoyl}amino)pentanoyl]amino}acetate CC(C[C@@H](C(=O)NCC(=O)OC(C)(C)C)NC(NC1=CC=C(C=C1)SC)=O)C